FC(CN1C(=NC2=C1C=C(C=C2)C=2C(=CN1N=C(N=C(C12)OC)N[C@@H]1[C@H](CN(CC1)C1COC1)F)F)C)F 5-(1-(2,2-difluoroethyl)-2-methyl-1H-benzo[d]imidazol-6-yl)-6-fluoro-N-((3S,4S)-3-fluoro-1-(oxetan-3-yl)piperidin-4-yl)-4-methoxypyrrolo[2,1-f][1,2,4]triazin-2-amine